COC1=CC=C(CN2C=C(N=C(C2=O)C(F)(F)F)C2N(CCC2)CC(=O)OC(C)(C)C)C=C1 tert-butyl 2-(2-(4-(4-methoxybenzyl)-5-oxo-6-(trifluoromethyl)-4,5-dihydropyrazin-2-yl)pyrrolidin-1-yl)acetate